N1=C(C=CC=C1)SS[C@H]1[C@@H](CC2=CC=CC=C2C1)O |r| trans-(2RS,3RS)-3-(pyridin-2-yldithio)-1,2,3,4-tetrahydronaphthalen-2-ol